CC=1N=C2N(N=C(C=C2C)C=2C=CC(=C(C2)O)C2=CN=C(N=N2)N2C[C@H](N[C@H](C2)C)C)C1 5-(2,8-dimethylimidazo[1,2-b]pyridazin-6-yl)-2-{3-[(3r,5s)-3,5-dimethylpiperazin-1-yl]-1,2,4-triazin-6-yl}phenol